7,8-difluoronaphthalene-1,3-diol FC1=CC=C2C=C(C=C(C2=C1F)O)O